C(C)(C)(C)C1=C(C(=CC(=C1)C)N1N=C2C(=N1)C=CC(=C2)Cl)O 2-tert.-Butyl-6-(5-chloro-2H-benzotriazol-2-yl)-4-methylphenol